O=S1(CC(CC1)N)=O 1,1-dioxothiolan-3-amine